arsenic-antimony-tin [Sn].[Sb].[As]